BrC1=C2C=NN(C2=C(C=C1)Cl)CC#N 2-(4-bromo-7-chloro-1H-indazol-1-yl)acetonitrile